trimethoxysilylethylcyclohexylsulfide CO[Si](OC)(OC)CCSC1CCCCC1